C(CCCCCCCCCCCCCCC)(=O)O.C(CCCCCCCCCCCCCCC)(=O)O.N1=C(C)C(O)=C(CO)C(CO)=C1 Pyridoxine Dipalmitate